FC1=CC=C(C(=N1)C)B(O)O 6-fluoro-2-methylpyridine-3-boronic acid